(2R)-2-(2-(4-((3-aminopropyl)amino)phenyl)-2-phenylacetamido)-N-(4-hydroxybenzyl)-5-((Z)-2-((2-propionamidoethyl)carbamoyl)guanidino)pentanamide NCCCNC1=CC=C(C=C1)C(C(=O)N[C@@H](C(=O)NCC1=CC=C(C=C1)O)CCCN\C(=N/C(NCCNC(CC)=O)=O)\N)C1=CC=CC=C1